4-((4-((2-Cyclopentyl-4-phenylthiazol-5-yl)oxy)pyridin-2-yl)amino)benzoic acid C1(CCCC1)C=1SC(=C(N1)C1=CC=CC=C1)OC1=CC(=NC=C1)NC1=CC=C(C(=O)O)C=C1